2-oxabicyclo-[3.3.0]oct-6-en-3-one C12OC(CC2C=CC1)=O